FC1=C(C=CC=C1OCC(F)(F)F)C(C)NC(=O)NC1CC2(CC2)C1 1-{1-[2-fluoro-3-(2,2,2-trifluoro-ethoxy)-phenyl]-ethyl}-3-spiro[2.3]hex-5-yl-urea